[Si](C)(C)(C(C)(C)C)OC[C@H]1N(CC(C1)(C(F)(F)F)O)C(=O)OC(C)(C)C (2S)-tert-butyl 2-(((tert-butyldimethylsilyl)oxy)methyl)-4-hydroxy-4-(trifluoromethyl)-pyrrolidine-1-carboxylate